[N+](=[N-])=N[C@@H](CO)C(=O)O diazoserine